5-(2-(2,5-difluorophenyl)pyrrolidin-1-yl-2,3,3,5,5-d5)-3-nitropyrazolo[1,5-a]pyrimidine FC1=C(C=C(C=C1)F)C1(N(C(CC1([2H])[2H])([2H])[2H])C1=NC=2N(C=C1)N=CC2[N+](=O)[O-])[2H]